1,3,5-Trimethylhexyloxy-1,3,5-triazine CC(CC(CC(C)C)C)OC1=NC=NC=N1